N-[(2,4-difluorophenyl)methyl]-10-(fluoromethyl)-6-hydroxy-13-methyl-5,8-dioxo-1,2,9-triazatricyclo[7.4.1.02,7]tetradeca-3,6-diene-4-carboxamide FC1=C(C=CC(=C1)F)CNC(=O)C1=CN2N3C(CCC(N(C(C2=C(C1=O)O)=O)C3)CF)C